ClC1=CC=C2C=C(C=NC2=C1)C(=O)N[C@@H]1CN[C@H](CC1)C=1OC(=NN1)C1=CC=C(C=C1)Cl 7-chloro-N-[(3S,6R)-6-[5-(4-chlorophenyl)-1,3,4-oxadiazol-2-yl]-3-piperidyl]quinoline-3-carboxamide